FC=1C=C(C=CC1OC1=CC=NC2=CC(=C(C=C12)OC)OCCCN1CC(CC1)F)NC(=O)C1=C2C(=CN(C1=O)C1=CC=C(C=C1)F)CCO2 N-(3-fluoro-4-((7-(3-(3-fluoropyrrolidin-1-yl)propoxy)-6-methoxyquinolin-4-yl)oxy)phenyl)-5-(4-fluorophenyl)-6-oxo-2,3,5,6-tetrahydrofuro[3,2-c]pyridine-7-carboxamide